3-tert-butyl-1-{3-methyl-2-oxo-1-[(1S)-1-phenylethyl]-4H-quinazolin-6-yl}urea C(C)(C)(C)NC(NC=1C=C2CN(C(N(C2=CC1)[C@@H](C)C1=CC=CC=C1)=O)C)=O